(S,E)-4-(8-amino-3-(1-(4-methoxybut-2-enoyl)pyrrolidin-2-yl)imidazo[1,5-a]pyrazin-1-yl)-N-(4-methoxypyridin-2-yl)benzamide NC=1C=2N(C=CN1)C(=NC2C2=CC=C(C(=O)NC1=NC=CC(=C1)OC)C=C2)[C@H]2N(CCC2)C(\C=C\COC)=O